3-(1,2,3,4-tetrahydroquinolin-6-yl)-1-[5-(trifluoromethyl)-3-pyridyl]imidazolidine-2,4-dione N1CCCC2=CC(=CC=C12)N1C(N(CC1=O)C=1C=NC=C(C1)C(F)(F)F)=O